2-(6-(5-Chloropyrimidin-2-yl)-2,6-diazaspiro[3.3]heptan-2-yl)-4-((1-(hydroxymethyl)cyclobutyl)amino)-6,7-dihydrothieno[3,2-d]pyrimidine 5-oxide ClC=1C=NC(=NC1)N1CC2(CN(C2)C=2N=C(C3=C(N2)CCS3=O)NC3(CCC3)CO)C1